(R)-Benzyl-4,4,4-trifluoro-3-(phenylamino)butanoate C(C1=CC=CC=C1)OC(C[C@H](C(F)(F)F)NC1=CC=CC=C1)=O